CN1N=CC(=C1)C=1C=C(CN2CCC3(CC2)COC2=C4CN(C(C4=CC=C23)=O)[C@@H]2C(NC(CC2)=O)=O)C=CC1 (S)-3-(1'-(3-(1-methyl-1H-pyrazol-4-yl)benzyl)-6-oxo-6,8-dihydro-2H,7H-spiro[furo[2,3-e]isoindol-3,4'-piperidin]-7-yl)piperidine-2,6-dione